NN1C(=NN=C1C1=C(C=C(C=C1)Cl)Cl)S 4-amino-5-(2,4-dichlorophenyl)-4H-1,2,4-triazole-3-thiol